4-(2,3-dichloro-6-methoxyphenyl)-2-(2-ethoxy-2-carbonylethyl)cyclopent-1-ene-1-carboxylic acid ethyl ester C(C)OC(=O)C1=C(CC(C1)C1=C(C(=CC=C1OC)Cl)Cl)CC(=C=O)OCC